C(#N)C=1N=C(OC1N(P(O)(O)=O)C)C1=C(C(=CC(=C1)Cl)Cl)Cl (4-cyano-2-(2,3,5-trichlorophenyl)oxazol-5-yl)(methyl)phosphoramidic acid